BrC1=CC=C(C=C1)NC1=C(N=NN1)C(=O)OCC Ethyl 5-((4-bromophenyl) amino)-1H-1,2,3-triazole-4-carboxylate